O1C(OCC1)CC1CCC(CC1)N 4-((1,3-dioxolan-2-yl)methyl)cyclohexan-1-amine